ClC1=CC=C2C(=CNC2=C1)S(=O)(=O)NC1=NC=CC=C1F 6-chloro-N-(3-fluoropyridin-2-yl)-1H-indole-3-sulfonamide